(3aR,5s,6aS)-N-(5-(difluoromethyl)-6-(5-fluoro-2-methoxyphenyl)pyridazin-3-yl)-2-((tetrahydro-2H-pyran-4-yl)methyl)octahydrocyclopenta[c]pyrrol-5-amine FC(C=1C=C(N=NC1C1=C(C=CC(=C1)F)OC)NC1C[C@@H]2[C@@H](CN(C2)CC2CCOCC2)C1)F